3-bromo-2-((((CIS)-4-(2,3,6-trifluorophenyl)cyclohexyl)-oxy)methyl)pyridine BrC=1C(=NC=CC1)CO[C@@H]1CC[C@@H](CC1)C1=C(C(=CC=C1F)F)F